3-(3-methylbut-3-en-1-yn-1-yl)azetidine-1-carboxylate CC(C#CC1CN(C1)C(=O)[O-])=C